(2R,4S)-1-((R)-14-Amino-2-(tert-butyl)-4-oxo-6,9,12-trioxa-3-azatetradecan-1-oyl)-4-hydroxy-N-(4-(4-methylthiazol-5-yl)benzyl)pyrrolidine-2-carboxamide trifluoroacetate salt FC(C(=O)O)(F)F.NCCOCCOCCOCC(N[C@@H](C(=O)N1[C@H](C[C@@H](C1)O)C(=O)NCC1=CC=C(C=C1)C1=C(N=CS1)C)C(C)(C)C)=O